BrC1=C(C=C(C=C1OC)Br)OC 2,5-dibromodimethoxybenzene